Cl\C=C\C(F)(F)F trans-1-Chloro-3,3,3-trifluoropropylene